(S)-2-(morpholin-2-yl)propan-2-ol N1C[C@H](OCC1)C(C)(C)O